5-{3-bromo-4h,5h,6h,7h-pyrazolo[1,5-a]pyrazine-5-carbonyl}-6-methyl-N-(1-methylcyclopropyl)furo[2,3-d]pyrimidin-4-amine BrC=1C=NN2C1CN(CC2)C(=O)C2=C(OC=1N=CN=C(C12)NC1(CC1)C)C